CC(CCCC=CC(=O)O)(C)C 7,7-dimethyl-2-octenoic acid